CCC(C(=O)N)(O)CC racemic-methylethyl-lactamide